C(C)(=O)NC(C)C1=CC=C(C=C1)NC1=NC=NC2=CC(=C(C=C12)OCCCCl)OC 4-[4-(1-acetamidoethyl)phenylamino]-7-methoxy-6-(3-chloropropoxy)quinazoline